COC1=C2C(C(=C(OC2=CC(=C1)OC)C1=CC(=C(C(=C1)OC)OC)OC)OCCCCSC1=NN2C(S1)=NN=C2C2=CC=C(C=C2)C)=O 5,7-dimethoxy-3-(4-((3-(p-tolyl)-[1,2,4]triazolo[3,4-b][1,3,4]thiadiazol-6-yl)thio)butoxy)-2-(3,4,5-trimethoxyphenyl)-4H-chromen-4-one